O=C(C(=O)O)CC(C)C.O=C(O)CN(C)C(N)=N creatine ketoisocaproate